NC(C[C@H](C(=O)OC)N1C([C@H]2N(C(CC1)CCC1=CC=CC=C1)C[C@@H](C2)NC(=O)OC(C)(C)C)=O)=O (2R)-methyl 4-amino-2-((8R,9aS)-8-((tert-butoxycarbonyl)amino)-1-oxo-5-phenethylhexahydro-1H-pyrrolo[1,2-a][1,4]diazepin-2(3H)-yl)-4-oxobutanoate